ClC=1C=CC(=C(C(=O)N[C@H](C(C(=O)NC2CC2)=O)C[C@H]2C(N[C@@H](C2)C)=O)C1)NC([C@@H](CC(F)(F)F)C)=O 5-chloro-N-[(1S)-3-(cyclopropylamino)-1-[[(3S,5R)-5-methyl-2-oxo-pyrrolidin-3-yl]methyl]-2,3-dioxo-propyl]-2-[[(2R)-4,4,4-trifluoro-2-methyl-butanoyl]amino]benzamide